NC=1N=NC(=CC1N1CC2CCC(C1)N2C2=NC=C(C=N2)C2CCN(CC2)CC2=CC=C(C=N2)N2C(NC(CC2)=O)=O)C2=C(C=CC=C2)O 1-(6-((4-(2-(3-(3-amino-6-(2-hydroxyphenyl)pyridazin-4-yl)-3,8-diazabicyclo[3.2.1]octan-8-yl)pyrimidin-5-yl)piperidin-1-yl)methyl)pyridin-3-yl)dihydropyrimidine-2,4(1H,3H)-dione